N-tert-butyl-1,3,4-oxadiazole-2-carboxamide C(C)(C)(C)NC(=O)C=1OC=NN1